(E)-4-(3,5-diethoxystyryl)phenol C(C)OC=1C=C(/C=C/C2=CC=C(C=C2)O)C=C(C1)OCC